C(C)(C)(C)C=1C=C(C=C(C1)C(C)(C)C)C=1C2=CC=C(N2)C(=C2C=CC(C(=C3C=CC(=C(C=4C=CC1N4)C4=CC=CC=C4)N3)C3=CC(=CC(=C3)C(C)(C)C)C(C)(C)C)=N2)C2=CC=CC=C2.[Cu] copper 5,15-bis-(3,5-di-tert-butylphenyl)-10,20-bis-phenylporphyrin